CN1C=NC2=C1C=NC=C2C2=CN=C(C(=N2)C(=O)OC)NC2=CC=C(C=C2)N2CCOCC2 methyl 6-(3-methylimidazo[4,5-c]pyridin-7-yl)-3-(4-morpholinoanilino)pyrazine-2-carboxylate